C1(=CCCCC1)C=1C=C(C(=NC1)C(=O)OCC)N1CCOCC1 ethyl 5-(cyclohex-1-en-1-yl)-3-morpholinopyridinecarboxylate